ClC1=NC=CC(=C1)OC=1C=CC(=NC1)C1=C(C(N(C=C1)C(C)C)=O)C(=O)N (5-((2-chloropyridin-4-yl)oxy)pyridin-2-yl)-1-isopropyl-2-oxo-1,2-dihydropyridine-3-carboxamide